(6-hydroxyquinoline-4-carbonyl)glycine methyl ester COC(CNC(=O)C1=CC=NC2=CC=C(C=C12)O)=O